C1(CCCCC1)[NH3+].N(=[N+]=[N-])[C@H](C(=O)[O-])C(C)C (S)-2-azido-3-methylbutyric acid cyclohexylammonium salt